C(C)(C)(C)[SiH](C(C)(C)C)OS(=O)(=O)C(F)(F)F.BrC=1N=C(N(N1)C1=NC=C(C=C1)OCC(F)(F)F)C(C)NC(C1=CC(=CC(=C1)C(F)(F)F)C(F)F)=O N-[1-[5-bromo-2-[5-(2,2,2-trifluoroethoxy)-2-pyridyl]-1,2,4-triazol-3-yl]ethyl]-3-(difluoromethyl)-5-(trifluoromethyl)benzamide di-t-butylsilyl-triflate